1-(2,2-dihydroxyethyl)-benzotriazole OC(CN1N=NC2=C1C=CC=C2)O